6-(4-(1-(carboxymethyl)-3-(4-chloro-3-fluorophenyl)-1H-pyrrolo[2,3-b]pyridine-6-carbonyl)-3,3-dimethylpiperazin-1-yl)-2,4-dimethylnicotinic acid C(=O)(O)CN1C=C(C=2C1=NC(=CC2)C(=O)N2C(CN(CC2)C2=NC(=C(C(=O)O)C(=C2)C)C)(C)C)C2=CC(=C(C=C2)Cl)F